CN1C=2C=C(C(=NC2C(=CC1=O)C)NC1=C(C=CC=C1)C)NC(C1=CC(=CC(=C1)C(F)(F)F)F)=O N-(5,8-dimethyl-6-oxo-2-(o-toluylamino)-5,6-dihydro-1,5-naphthyridin-3-yl)-3-fluoro-5-(trifluoromethyl)benzamide